tert-Butyl 4-(4-chloro-7H-pyrrolo[2,3-d]pyrimidin-7-yl)piperidine-1-carboxylate ClC=1C2=C(N=CN1)N(C=C2)C2CCN(CC2)C(=O)OC(C)(C)C